BrC1=C(C=C(CBr)C=C1)F 4-bromo-3-fluorobenzyl bromide